2-(8-chloro-2-methylimidazo[1,2-a]pyridin-6-yl)-7-(piperazin-1-yl)-4H-pyrido[1,2-a]pyrimidin-4-one ClC=1C=2N(C=C(C1)C=1N=C3N(C(C1)=O)C=C(C=C3)N3CCNCC3)C=C(N2)C